ClC=1C=C(C=CC1F)NC(=O)N1[C@@H]2CC[C@H]1CC=1C(=NC=CC12)F (5R,8S)-N-(3-chloro-4-fluorophenyl)-1-fluoro-6,7,8,9-tetrahydro-5H-5,8-epiminocyclohepta[c]pyridine-10-carboxamide